(R)-3-(5-(difluoromethoxy)pyridin-3-yl)-1-isopropyl-N-((S)-1-((R)-2-methylmorpholino)propan-2-yl)-4,5,6,7-tetrahydro-1H-indazole-6-carboxamide FC(OC=1C=C(C=NC1)C1=NN(C=2C[C@@H](CCC12)C(=O)N[C@H](CN1C[C@H](OCC1)C)C)C(C)C)F